2-[methyl-(prop-2-enoyl)amino]propionamide iodine germanium [Ge].[I].CN(C(C(=O)N)C)C(C=C)=O